4-phenylpenta-2,3-dienoic acid C1(=CC=CC=C1)C(=C=CC(=O)O)C